C(CCC)[Si](O[C@@H](C)C1=CC=C(C=C1)Cl)(CCCC)CCCC (S)-Tributyl(1-(4-chlorophenyl)ethoxy)silane